1-((5-(5-(difluoromethyl)-1,3,4-oxadiazol-2-yl)pyridin-2-yl)methyl)-3-(2-oxaspiro[3.3]heptan-6-yl)-1,3-dihydro-2H-benzo[d]imidazol-2-one FC(C1=NN=C(O1)C=1C=CC(=NC1)CN1C(N(C2=C1C=CC=C2)C2CC1(COC1)C2)=O)F